CC(C(O)O)CC(C#CC(CC(C)C)C)C 2,4,7,9-tetramethyl-5-decynediol